CC1=CC=C(C=C1)S(=O)(=O)OCCOCCOCCOCCOCCOCCOCCOCCO 23-hydroxy-3,6,9,12,15,18,21-heptaoxatricosyl 4-methylbenzenesulfonate